2,5-bis(n-octyloxycarbonyl-methyldithio)-1,3,4-thiadiazole C(CCCCCCC)OC(=O)CSSC=1SC(=NN1)SSCC(=O)OCCCCCCCC